7-((S)-4-acryloyl-2-methylpiperazin-1-yl)-9-chloro-10-(2-fluorophenyl)-2,3-dihydro-5H-[1,4]thiazino[2,3,4-ij]quinazolin-5-one C(C=C)(=O)N1C[C@@H](N(CC1)C1=NC(N2C3=C(C(=C(C=C13)Cl)C1=C(C=CC=C1)F)SCC2)=O)C